ClC=1C=C(C=C2C(N(CC12)C(C(=O)OCC)C1=C2N(C=N1)CCC2)=O)C2=CC=C(C=C2)N2CC1(CN(C1)C(=O)OC(C)(C)C)C2 tert-butyl 6-[4-[7-chloro-2-[1-(6,7-dihydro-5H-pyrrolo[1,2-c]imidazol-1-yl)-2-ethoxy-2-oxo-ethyl]-3-oxo-isoindolin-5-yl]phenyl]-2,6-diazaspiro[3.3]heptane-2-carboxylate